5-{6-[2-(2-Cyano-3,7-difluoro-4-methoxy-indol-1-yl)-ethylamino]-pyrimidin-4-yl}-3-trifluoromethyl-thiophene-2-carboxylic acid C(#N)C=1N(C2=C(C=CC(=C2C1F)OC)F)CCNC1=CC(=NC=N1)C1=CC(=C(S1)C(=O)O)C(F)(F)F